C1(=CC=CC=C1)CC=CC1=CC=C(C=C1)C(C)(C)C 1-phenyl-3-p-tert-butylphenyl-2-propene